C1(NCCC2=CC(NC=C12)=O)=O 3,4-dihydro-2,7-naphthyridine-1,6(2h,7h)-dione